IC(C(CNC([O-])=O)C#CC)C.FC1=C(C(=C(C(=C1[B-](C1=C(C(=C(C(=C1F)F)F)F)F)(C1=C(C(=C(C(=C1F)F)F)F)F)C1=C(C(=C(C(=C1F)F)F)F)F)F)F)F)F.C1(=CC=CC=C1)[C+](C1=CC=CC=C1)C1=CC=CC=C1.C1(=CC=CC=C1)[C+](C1=CC=CC=C1)C1=CC=CC=C1 triphenylcarbenium tetrakis(pentafluorophenyl)borate 3-Iodo-2-propynyl-butylcarbamat